CC1=C(N=NC(=C1)NC1CN(CCC1)C)C1=C(C=2CCCCC2C=C1)O (4-Methyl-6-((1-methylpiperidin-3-yl)amino)pyridazin-3-yl)-5,6,7,8-tetrahydronaphthalen-1-ol